ClC=1C=C(C=CC1OCC[C@H]([C@@H](CCOC1=C(C=C(C=C1Cl)CCC(=O)OC)Cl)O)O)C=1OC2=C(N1)C=CC(=C2)C(=O)OC methyl 2-[3-chloro-4-[(3R,4R)-6-[2,6-dichloro-4-(3-methoxy-3-oxo-propyl)phenoxy]-3,4-dihydroxyhexoxy]phenyl]-1,3-benzoxazole-6-carboxylate